e-butyl 1-hydroxy-3,6,9,12-tetraoxapentadecan-15-oate OCCOCCOCCOCCOCCC(=O)OCCCC